1-(4-((2-aminoethyl)-amino)benzyl)-3-(4-(2-(4-methoxyphenyl)propan-2-yl)thiazol-2-yl)urea NCCNC1=CC=C(CNC(=O)NC=2SC=C(N2)C(C)(C)C2=CC=C(C=C2)OC)C=C1